2-Azabicyclo[2.2.1]heptane-3-thione C12NC(C(CC1)C2)=S